N-{[(4R)-4-cyclopropyl-2,5-dioxoimidazolidin-4-yl]methyl}-2-[4-(methylsulfonyl)phenyl]-2H-1,2,3-triazole-4-carboxamide C1(CC1)[C@@]1(NC(NC1=O)=O)CNC(=O)C1=NN(N=C1)C1=CC=C(C=C1)S(=O)(=O)C